(2S,4R)-pentane-1,2,3,4,5-pentol C([C@@H](C([C@@H](CO)O)O)O)O